C(#N)C1=NC2=CC(=CC(=C2N=C1N1CC(C2CCCCC12)O)[C@@H](C)NC1=C(C(=O)O)C=CC=C1)C 2-(((1R)-1-(2-cyano-3-(3-hydroxy-octahydro-1H-indol-1-yl)-7-methyl-quinoxalin-5-yl)ethyl)amino)benzoic acid